NC1=CC(=C(C(=C1)F)N1CCC(CC1)C(C)(C)N1CCN(CC1)C(=O)OCC1=CC=CC=C1)F benzyl 4-[1-[1-(4-amino-2,6-difluoro-phenyl)-4-piperidyl]-1-methyl-ethyl]piperazine-1-carboxylate